[Si](C1=CC=CC=C1)(C1=CC=CC=C1)(C(C)(C)C)OC[C@@H]1N(C2CC2C1)C(=O)OC(C)(C)C tert-butyl (3R)-3-(((tert-butyldiphenylsilyl)oxy)methyl)-2-azabicyclo[3.1.0]hexane-2-carboxylate